O=C(CCN1C(C2=CC=CC=C2C1=O)=O)C1=CC=CC=C1 2-(3-oxo-3-phenylpropyl)isoindoline-1,3-dione